NC=1C=C(C=C(C1)C(F)(F)F)[C@@H](C)NC(=O)C1=NN(C(C=C1)=O)C1=CC(=C(C=C1)F)C=1N(N=NC1)C N-[(1R)-1-[3-amino-5-(trifluoromethyl)phenyl]ethyl]-1-[4-fluoro-3-(3-methyltriazole-4-yl)phenyl]-6-oxo-pyridazine-3-carboxamide